FC(C=1C(=C(C=CC1)[C@@H](CF)NC=1C=2C(N=C(N1)C)=CC(N(C2)C2(COCC2)C(F)(F)F)=O)F)F 4-(((S)-1-(3-(difluoromethyl)-2-fluorophenyl)-2-fluoroethyl)amino)-2-methyl-6-(3-(trifluoromethyl)tetrahydrofuran-3-yl)pyrido[4,3-d]pyrimidin-7(6H)-one